NC1(C(C1)C1CC1)C(=O)OCC ethyl 1-amino-2-cyclopropyl-cyclopropanecarboxylate